(bicyclo[2.2.1]heptane-2,6-diyl)bismethylene diisocyanate C12C(CC(CC1CN=C=O)C2)CN=C=O